(2R,4S)-2-(4-boronobutyl)-1-(tert-butoxycarbonyl)-4-((S)-2-((tert-butoxycarbonyl)amino)-3,3-dimethylbutyrylamino)piperidine-2-carboxylic acid B(O)(O)CCCC[C@]1(N(CC[C@@H](C1)NC([C@H](C(C)(C)C)NC(=O)OC(C)(C)C)=O)C(=O)OC(C)(C)C)C(=O)O